C(C1=CC=CC=C1)NC(=O)C12NC(C3C(C1N(CC2C3)CC3=CC=C(C=C3)O)CCC(C)C)=O N-benzyl-1-(4-hydroxybenzyl)-7-isopentyl-5-oxooctahydro-3aH-3,6-methanopyrrolo[3,2-b]pyridine-3a-carboxamide